FC1=CC=C(C=C1)[C@@H]1N(CCC2=CC=CC=C12)C(=O)N(C)CC1CN(C1)C(=O)OC(C)(C)C tert-butyl (S)-3-((1-(4-fluorophenyl)-N-methyl-1,2,3,4-tetrahydroisoquinoline-2-carboxamido)methyl)azetidine-1-carboxylate